2-(6-(((1R,4R,5R,6S)-6-fluoro-1-methyl-2-azabicyclo[2.2.1]heptan-5-yl)oxy)pyridazin-3-yl)-5-(2-(methoxy-d3)pyridin-4-yl)phenol F[C@@H]1[C@@H]([C@H]2CN[C@@]1(C2)C)OC2=CC=C(N=N2)C2=C(C=C(C=C2)C2=CC(=NC=C2)OC([2H])([2H])[2H])O